1-phenyl-2-(benzenesulfonyl)-2-(propylsulfanyl)ethan-1-one C1(=CC=CC=C1)C(C(SCCC)S(=O)(=O)C1=CC=CC=C1)=O